FC1(CC(C1)(C(=O)N1CCOC2=C(C1)C=NC=C2C#N)C)F 4-(3,3-difluoro-1-methyl-cyclobutanecarbonyl)-3,5-dihydro-2H-pyrido[3,4-f][1,4]oxazepine-9-carbonitrile